2,6-di(t-butyl)phenol C(C)(C)(C)C1=C(C(=CC=C1)C(C)(C)C)O